NC1=C(C=2C(=NC=C(C2S1)F)C=1C2=C(C=3C=NC(=NC3C1F)OC[C@@H]1[C@@H]3C[C@@H]3CN1C)COC2)C#N 2-Amino-7-fluoro-4-[5-fluoro-3-[[(1R,2S,5S)-3-methyl-3-azabicyclo[3.1.0]hexan-2-yl]methoxy]-7,9-dihydrofuro[3,4-f]quinazolin-6-yl]thieno[3,2-c]pyridine-3-carbonitrile